1-[5-bromo-1-(oxan-2-yl)pyrazole-3-carbonyl]-N-(4-methylcyclohexyl)piperidine-4-carboxamide BrC1=CC(=NN1C1OCCCC1)C(=O)N1CCC(CC1)C(=O)NC1CCC(CC1)C